C(CCCCCCCCCCCCCCC)N1C(N(C=C1)C)C 1-hexadecyl-2,3-dimethylimidazole